ClC1=C(C=NN(C1=O)[C@H]1CC[C@H](CC1)N(C1=CC=C(C#N)C=C1)C1CC1)NCC1COCCS1(=O)=O 4-((cis-4-(5-chloro-4-(((4,4-dioxido-1,4-oxathian-3-yl)methyl)amino)-6-oxopyridazin-1(6H)-yl)cyclohexyl)(cyclopropyl)amino)benzonitrile